(S)-4-(1-(N-methyl-4-azetidinecarbonyl)pyrrolidin-3-yl)amino-6-(2-methoxy-3-cyanopyridin-5-yl)pyrido[3,2-d]pyrimidine CN1CCC1C(=O)N1C[C@H](CC1)NC=1C2=C(N=CN1)C=CC(=N2)C=2C=C(C(=NC2)OC)C#N